3-(1-acetyl-3-piperidinyl)-1-(benzyloxycarbonyl-sulfamoyl)pyrrole-2-carboxylic acid benzyl ester C(C1=CC=CC=C1)OC(=O)C=1N(C=CC1C1CN(CCC1)C(C)=O)S(NC(=O)OCC1=CC=CC=C1)(=O)=O